FC1=C(CN2[C@@H](CCC2=O)CC(=O)N[C@@H](C(C)C)C(=O)OC(C)C)C=CC=C1F Isopropyl (2-((S)-1-(2,3-difluorobenzyl)-5-oxopyrrolidin-2-yl)acetyl)-L-valinate